2-Methoxy-4-[3-(2-methoxyphenyl)-3-oxoprop-1-enyl]benzoic acid COC1=C(C(=O)O)C=CC(=C1)C=CC(=O)C1=C(C=CC=C1)OC